ClC=1C=C2C=C(C=NC2=CC1)COC1=CC=CC(=N1)C1CCN(CC1)CC1=NC2=C(N1C[C@H]1OCC1)C=C(C=C2)C(=O)OC(C)(C)C (S)-tert-butyl 2-((4-(6-((6-chloroquinolin-3-yl) methoxy) pyridin-2-yl) piperidin-1-yl) methyl)-1-(oxetan-2-ylmethyl)-1H-benzo[d]imidazole-6-carboxylate